NC1=C(C=C(N=N1)C1=C(C=CC=C1)O)C=1C(=NN(C1)C1CCNCC1)F 2-(6-amino-5-(3-fluoro-1-(piperidin-4-yl)-1H-pyrazol-4-yl)pyridazin-3-yl)phenol